4-bromo-2,5,β-trimethoxyphenethylamine BrC1=CC(=C(C(CN)OC)C=C1OC)OC